3-(trifluoromethyl)phenyl isothiocyanate FC(C=1C=C(C=CC1)N=C=S)(F)F